N1=C(C=NC=C1)N1C=CC(C2=CN=CC=C12)=O (pyrazin-2-yl)-1,6-naphthyridin-4(1H)-one